2'-chloro-N-(S-(3-fluoro-4-(trifluoromethyl)picolinoyl)-5,6-dihydro-4H-pyrrolo[3,4-d]thiazol-2-yl)-5'-methoxy-6-methyl-[4,4'-bipyridine]-3-carboxamide ClC1=NC=C(C(=C1)C1=C(C=NC(=C1)C)C(=O)NC=1S(C2=C(N1)CNC2)C(C2=NC=CC(=C2F)C(F)(F)F)=O)OC